COC1=CC(=CC=2N1C(=NN2)[C@@H]2C[C@@H](CCC2)NC2=NC=C(C(=N2)OC2COC2)C(F)(F)F)C#N 5-methoxy-3-[(1S,3R)-3-[[4-(oxetan-3-yloxy)-5-(trifluoromethyl)pyrimidin-2-yl]amino]cyclohexyl]-[1,2,4]triazolo[4,3-a]pyridine-7-carbonitrile